F[C@H]1C[C@H]2CCCN2C1 (2s,7ar)-2-fluorohexahydro-1H-pyrrolizin